natrium propansulfonat C(CC)S(=O)(=O)[O-].[Na+]